ClC=1C=C(C=CC1F)NC1=NC=NC2=CC(=C(C=C12)N)OC N-(3-chloro-4-fluorophenyl)-7-methoxy-6-aminoquinazoline-4-amine